ONC(=O)NO 1,3-dihydroxyurea